tert-butyl 4-hydroxy-2,6-dimethyl-piperidine-1-carboxylate OC1CC(N(C(C1)C)C(=O)OC(C)(C)C)C